1-(4-cyano-3-fluoro-5-methoxybenzyl)-1H-pyrazole-4-carbonitrile C(#N)C1=C(C=C(CN2N=CC(=C2)C#N)C=C1OC)F